5-chloro-1'-(2-{[8-(3-ethyl-3-hydroxycyclobutyl)-7-oxo-5,6,7,8-tetrahydro-1,8-naphthyridin-3-yl]oxy}ethyl)-1,2-dihydrospiro[indole-3,4'-piperidin]-2-one ClC=1C=C2C(=CC1)NC(C21CCN(CC1)CCOC=1C=NC=2N(C(CCC2C1)=O)C1CC(C1)(O)CC)=O